2,6-bis(benzyloxy)-4-(4,4,5,5-tetramethyl-1,3,2-dioxaborolan-2-yl)pyridine C(C1=CC=CC=C1)OC1=NC(=CC(=C1)B1OC(C(O1)(C)C)(C)C)OCC1=CC=CC=C1